CC(C(=O)Cl)(CCC=C)C1=CC=CC=C1 2-methyl-2-phenylhex-5-enoyl chloride